FC(C(=O)O)(F)F.CC(C(=O)O)(CCCN1N=NC(=C1)CCC)C 2,2-dimethyl-5-(4-propyl-1H-1,2,3-triazol-1-yl)pentanoic acid, trifluoroacetic acid salt